FC1(OC2=C(O1)C=CC(=C2)[C@H](C)OC=2C=C(C=NC2F)N2N=C(C=1CCC[C@H](C21)OC2CCC(CC2)C(=O)O)C(F)(F)F)F 4-[[(7R)-1-[5-[(1S)-1-(2,2-difluoro-1,3-benzodioxol-5-yl)ethoxy]-6-fluoro-3-pyridinyl]-3-(trifluoromethyl)-4,5,6,7-tetrahydroindazol-7-yl]oxy]cyclohexanecarboxylic acid